4-((5-chloro-4-(1-isopropyl-1H-pyrazol-4-yl)pyrimidin-2-yl)amino)-N,N-diethyl-3-methoxybenzamide ClC=1C(=NC(=NC1)NC1=C(C=C(C(=O)N(CC)CC)C=C1)OC)C=1C=NN(C1)C(C)C